[2-[4-(3-bromo-4-nitro-phenoxy)-3,5-dichloro-phenyl]-3,5-dioxo-1,2,4-triazin-6-yl]carbamate BrC=1C=C(OC2=C(C=C(C=C2Cl)N2N=C(C(NC2=O)=O)NC([O-])=O)Cl)C=CC1[N+](=O)[O-]